NC1=C(N=CC(=N1)N1CCC2(CC1)C(CC=1C2=NC=CC1)N)SC1=C(C(=NC=C1)N)Cl 1'-(6-amino-5-((2-amino-3-chloropyridin-4-yl)thio)pyrazin-2-yl)-5,6-dihydrospiro[cyclopenta[b]pyridine-7,4'-piperidin]-6-amine